C(#N)C=1C=C(C=CC1)[C@@H]1N(C[C@H](CC1)C)C(C(=O)NC=1C=C(C=NC1)C(=O)N)=O |r| rac-5-{2-[(2R,5S)-2-(3-Cyanophenyl)-5-methylpiperidin-1-Yl]-2-oxoacetamido}Pyridine-3-carboxamide